N-(3,4-dimethoxyphenethyl)benzamide COC=1C=C(CCNC(C2=CC=CC=C2)=O)C=CC1OC